2-(5-fluoro-4-(((3R,6S)-6-(hydroxymethyl)tetrahydro-2H-pyran-3-yl)amino)-1H-pyrrolo[2,3-b]pyridine-3-carbonyl)-5-phenoxybenzonitrile FC=1C(=C2C(=NC1)NC=C2C(=O)C2=C(C#N)C=C(C=C2)OC2=CC=CC=C2)N[C@H]2CO[C@@H](CC2)CO